3-(2,3,4-trifluorophenoxy)azetidine-1-carboxylic acid tert-butyl ester C(C)(C)(C)OC(=O)N1CC(C1)OC1=C(C(=C(C=C1)F)F)F